4-Methylpentane-1,4-diamine CC(CCCN)(C)N